OB(CCCC1C(NC2C1NCCC2)C(=O)O)O 3-[3-(dihydroxyboranyl)propyl]octahydro-1H-pyrrolo[3,2-b]pyridine-2-carboxylic acid